C1(CC(CC2=CC=CC=C12)=O)=O naphthalene-1,3(2H)-dione